2-Chloro-5-{[(2,2-dimethylpropanoyl)amino]methyl}-N-[1-(5-methoxypyridin-3-yl)-1H-indazol-4-yl]benzamide ClC1=C(C(=O)NC2=C3C=NN(C3=CC=C2)C=2C=NC=C(C2)OC)C=C(C=C1)CNC(C(C)(C)C)=O